3,5-difluoro-4-((6-methyl-7-(o-tolyl)-1H-imidazo[4,5-c]pyridin-1-yl)methyl)benzenesulfonamide FC=1C=C(C=C(C1CN1C=NC=2C=NC(=C(C21)C2=C(C=CC=C2)C)C)F)S(=O)(=O)N